ethyl-2-(cyclopropylmethyl)-3-(methylamino)propanoate C(C)OC(C(CNC)CC1CC1)=O